ClC1=C(C=CC=C1Cl)C1=NC(=C2N1C=CN=C2N2CCC1(CC2)CC2=CC=CC(=C2C1N[S@](=O)C(C)(C)C)F)CO (R)-N-(1'-(3-(2,3-dichlorophenyl)-1-(hydroxymethyl)imidazo[1,5-a]pyrazin-8-yl)-4-fluoro-1,3-dihydrospiro[indene-2,4'-piperidin]-3-yl)-2-methylpropane-2-sulfinamide